2-(bis(2,6-dimethoxyphenyl)phosphono)-6-(tert-butyl)benzene-1,4-diol COC1=C(C(=CC=C1)OC)OP(=O)(OC1=C(C=CC=C1OC)OC)C1=C(C(=CC(=C1)O)C(C)(C)C)O